N-(3-fluoro-5-methylbenzyl)-2-(1H-indol-3-yl)ethan-1-amine hydrochloride Cl.FC=1C=C(CNCCC2=CNC3=CC=CC=C23)C=C(C1)C